ClC=1C=C2C(C(=CN(C2=NC1N1CC2=NC=CC=C2C1)C=1C=NC(=CC1)N1CC(C1)N(C)C)C(=O)O)=O 6-chloro-7-(5,7-dihydro-6H-pyrrolo[3,4-b]pyridin-6-yl)-1-(6-(3-(dimethylamino)-azetidin-1-yl)pyridin-3-yl)-4-oxo-1,4-dihydro-1,8-naphthyridine-3-carboxylic acid